COC1=CC=C(OCC2=C(C(=O)O)C=CC=C2)C=C1 2-((4-methoxyphenoxy)methyl)benzoic acid